ClC=1C=C(C=C(C1)C1CNC(NC1)=O)[C@H]1N(CCOC1)C(=O)OC(C)(C)C tert-butyl (R)-3-(3-chloro-5-(2-oxohexahydropyrimidin-5-yl)phenyl)morpholine-4-carboxylate